4,5-Dichloro-3-hydroxypyridazine ClC1=C(N=NC=C1Cl)O